(R)-2-(5-((1-(dibenzo[b,d]furan-2-yl)ethyl)amino)-6-oxo-2-(1H-pyrazol-4-yl)pyrimidin-1(6H)-yl)acetic acid C1=C(C=CC=2OC3=C(C21)C=CC=C3)[C@@H](C)NC3=CN=C(N(C3=O)CC(=O)O)C=3C=NNC3